7-morpholino-1,6-naphthyridin-3-ol O1CCN(CC1)C1=NC=C2C=C(C=NC2=C1)O